O[C@H]1[C@@H]([C@H](C(C1)=O)CCCC/C=C/C(=O)O)\C=C\[C@H](C[C@H](CCCC)C)O (2E)-7-((1r,2r,3r)-3-hydroxy-2-((1E,3s,5s)-3-hydroxy-5-methylnon-1-en-1-yl)-5-oxocyclopentyl)hept-2-enoic acid